C(C)(=O)[O-].C(CC)[NH+]1CCC(CC1)CC 1-Propyl-4-ethylpiperidinium acetat